5-[[(6-methoxy-5-methylpyridin-3-yl)amino]methylene]-2,2-dimethyl-1,3-dioxane-4,6-dione COC1=C(C=C(C=N1)NC=C1C(OC(OC1=O)(C)C)=O)C